C(C(C)C)C1=CC=C(C=C1)C1=NC(=NO1)C1=CC=C(CN2CCC(CC2)(C(=O)O)C)C=C1 1-{4-[5-(4-Isobutyl-phenyl)-[1,2,4]-oxadiazol-3-yl]-benzyl}-4-methyl-piperidine-4-carboxylic acid